C(N)(O[C@H]1C2(N(CC1CC2)C(=O)C2=CC1=C(C(=C(O1)C1=CC=3C(=NC(=CC3)N3CC(C3)OC)N1CC1CC1)C)C=C2)C(C)(C)C)=O Tert-butyl-((7R)-2-(2-(1-(cyclopropylmethyl)-6-(3-methoxyazetidin-1-yl)-1H-pyrrolo[2,3-b]pyridin-2-yl)-3-methylbenzofuran-6-carbonyl)-2-azabicyclo[2.2.1]hept-7-yl) carbamate